ClC=1C(=C(C=CC1)C1=C(C=C(C=C1C(C)C)C(C)C)C(C)C)P(C1CCCCC1)C1CCCCC1 chloro(2-dicyclohexylphosphino-2',4',6'-trisIsopropyl-1,1'-biphenyl)